FC1=C(C=CC=C1C(F)(F)F)[C@@H](C)NC=1C2=C(N=C(N1)C)C1(CN(CC1)C)CN(C2)C=2C=NC(=CC2)OC N-((R)-1-(2-fluoro-3-(trifluoromethyl)phenyl)ethyl)-6-(6-methoxypyridin-3-yl)-1',2-dimethyl-6,7-dihydro-5H-spiro[pyrido[4,3-d]pyrimidine-8,3'-pyrrolidin]-4-amine